[Ni].[Si].OCC1OC(CC1)CO 2,5-bis(hydroxymethyl)tetrahydrofuran silicon-nickel